(S)-1-(4-chloro-2-fluorophenyl)-4-(4-fluorobenzyl)-3-((1r,3S)-3-hydroxycyclobutyl)piperazine-2,5-dione ClC1=CC(=C(C=C1)N1C([C@@H](N(C(C1)=O)CC1=CC=C(C=C1)F)C1CC(C1)O)=O)F